methyl (S)-2-((tert-butoxycarbonyl)amino)-3-((S)-8-chloro-3-oxo-3,4-dihydro-2H-benzo[b][1,4]oxazin-2-yl)propanoate C(C)(C)(C)OC(=O)N[C@H](C(=O)OC)C[C@H]1C(NC2=C(O1)C(=CC=C2)Cl)=O